BrC1=NC=C(C=C1)CBr 2-bromo-5-(bromomethyl)pyridine